Cl.FC(C1=CC=C(C=C1)[C@H](C)N)(F)F (S)-1-(4-(trifluoromethyl)phenyl)ethanamine hydrochloride